(4-(5-(3,5-difluorophenyl)-5-(trifluoromethyl)-4,5-dihydroisoxazol-3-yl)phenyl)(3,4-dihydroquinolin-1(2H)-yl)methanone FC=1C=C(C=C(C1)F)C1(CC(=NO1)C1=CC=C(C=C1)C(=O)N1CCCC2=CC=CC=C12)C(F)(F)F